tert-butyl (3S)-3-methyl-4-prop-2-ynyl-piperazine-1-carboxylate C[C@H]1CN(CCN1CC#C)C(=O)OC(C)(C)C